benzenesulfonohydrazid C1(=CC=CC=C1)S(=O)(=O)NN